ClC1=CC=C(C=C1)[C@@]1(N(C(C2=CC(=CC(=C12)F)C(CC)(C=1N=CN(C1)C)O)=O)CC=1C=NC(=CC1)Cl)OCCO (3R)-3-(4-Chlorophenyl)-2-[(6-chloropyridin-3-yl)methyl]-4-fluoro-6-[1-hydroxy-1-(1-methyl-1H-imidazol-4-yl)propyl]-3-(2-hydroxyethoxy)-2,3-dihydro-1H-isoindol-1-on